(2S,4S)-4-ethyl-N-[2-[[2-ethyl-4-[[3-[3-(trifluoromethyl)-1H-pyrazol-4-yl]imidazo[1,2-a]pyrazin-8-yl]amino]benzoyl]amino]ethyl]-4-hydroxypyrrolidine-2-carboxamide formate C(=O)O.C(C)[C@@]1(C[C@H](NC1)C(=O)NCCNC(C1=C(C=C(C=C1)NC=1C=2N(C=CN1)C(=CN2)C=2C(=NNC2)C(F)(F)F)CC)=O)O